5-chloro-6-(2-(3-fluorophenyl)pyrrolidin-1-yl)pyridine-3-carboxylic acid ClC=1C=C(C=NC1N1C(CCC1)C1=CC(=CC=C1)F)C(=O)O